BrC1=C(CC=2C=CC3=C(NC4=CC=CC=C34)N2)C=CC=C1 (2-bromobenzyl)-9H-pyrido[2,3-b]indole